(S,S)-2-allyl-2-chloro-3,4-dimethyl-5-phenyl-[1,3,2]-oxazasilolidine C(C=C)[Si@]1(OC([C@@H](N1C)C)C1=CC=CC=C1)Cl